CC1(C(C2=C(SC=C2)CC1)NC1=C(C(C1=O)=O)NC1=C(C(=NC=C1)C(=O)N(C)C)O)C 4-((2-((5,5-dimethyl-4,5,6,7-tetrahydrobenzo[b]thiophen-4-yl)amino)-3,4-dioxocyclobut-1-en-1-yl)amino)-3-hydroxy-N,N-dimethylpicolinamide